Cl.COC1CC2(CNC2)C1 6-methoxy-2-azaspiro[3.3]heptane hydrochloride